C(C)(C)(C)OC(NNC1COC1)=O N-(Oxetan-3-ylamino)carbamic acid tert-butyl ester